N-(1-Adamantylmethyl)-4-[4-[[2-[2-(5-ethoxypyridin-3-yl)ethynyl]phenyl]methyl]piperazin-1-yl]benzamide C12(CC3CC(CC(C1)C3)C2)CNC(C2=CC=C(C=C2)N2CCN(CC2)CC2=C(C=CC=C2)C#CC=2C=NC=C(C2)OCC)=O